N-((2,4-dichloropyrimidin-5-yl)methyl)-2-methyl-5-nitropyridin-3-amine ClC1=NC=C(C(=N1)Cl)CNC=1C(=NC=C(C1)[N+](=O)[O-])C